BrC1=CC2=C(C=C(S2)C(=O)[O-])C=C1 6-Bromo-1-benzothiophene-2-carboxylate